2-Acetyl-2-azaspiro[3.3]heptan-6-yl (8-amino-7-fluoro-6-(8-methyl-2,3-dihydro-1H-pyrido[2,3-b][1,4]oxazin-7-yl)isoquinolin-3-yl)carbamate NC=1C(=C(C=C2C=C(N=CC12)NC(OC1CC2(CN(C2)C(C)=O)C1)=O)C1=C(C2=C(OCCN2)N=C1)C)F